(S)- and (R)-2-((4-chlorophenethyl)amino)-2-phenyl-1-(6-(pyridazin-3-yl)-1H-indol-3-yl)ethan-1-one ClC1=CC=C(CCN[C@H](C(=O)C2=CNC3=CC(=CC=C23)C=2N=NC=CC2)C2=CC=CC=C2)C=C1 |r|